1,1-dichloro-4-butyl-1,4-disilacyclohexane Cl[Si]1(CC[SiH](CC1)CCCC)Cl